ClC1=CC=C(C=C1)N1CCN(CC1)S(=O)(=O)C1=CC=C(C=C1)C1=NC=2NC(N(C(C2N1)=O)CCC)=O 8-{4-[4-(4-chlorophenyl)piperazine-1-sulfonyl]phenyl}-1-propyl-2,3,6,7-tetrahydro-1H-purine-2,6-dione